N2-acetyl-N6-(tert-butoxycarbonyl)-L-lysyl-L-valyl-N5-carbamoyl-N-[4-(hydroxymethyl)phenyl]-L-ornithinamide C(C)(=O)N[C@@H](CCCCNC(=O)OC(C)(C)C)C(=O)N[C@@H](C(C)C)C(=O)N[C@@H](CCCNC(N)=O)C(=O)NC1=CC=C(C=C1)CO